2,21-dioxa-4,7,10,13,16,19-hexaazatetracosane-24-oic acid COCNCCNCCNCCNCCNCCNCOCCC(=O)O